CC=1C=CC(=C(C(=O)Cl)C1)N1N=CC=N1 5-methyl-2-(1,2,3-triazol-2-yl)benzoyl chloride